N1=CC=CC(=C1)C1NCCC1 Demethylnicotine